C(CCC)C1=NC2(C(N1CC1=C(C(=CC=C1)C1=CC=CC=C1)S(=O)(=O)N(COC)C1=NOC(=C1C)C)=O)CCCCC2 ((2-butyl-4-oxo-1,3-diazaspiro[4.5]decan-1-en-3-yl)methyl)-N-(4,5-dimethylisoxazol-3-yl)-N-(methoxymethyl)-[1,1'-biphenyl]-2-sulfonamide